CC=1C(=CC(=NC1)C(=O)O)N1C(C=CC=C1C)=O 5',6-dimethyl-2-oxo-2H-[1,4'-bipyridine]-2'-carboxylic acid